1-(1H-benzo[d]imidazol-5-yl)-5-(3-fluoro-4-(trifluoromethyl)phenyl)imidazolidin-2-one N1C=NC2=C1C=CC(=C2)N2C(NCC2C2=CC(=C(C=C2)C(F)(F)F)F)=O